4-cyclopropylformylpiperazine C1(CC1)C(=O)N1CCNCC1